C(C)(C)(C)OC(=O)N1CCN(CC1)C1=NC=CC(=C1)C=1C(=C(C=C(C1)F)C1=CC(=C(C=C1)N1C(N(C=C1)C)=O)Cl)OC 4-(4-(3'-chloro-5-fluoro-2-methoxy-4'-(3-methyl-2-oxo-2,3-dihydro-1H-imidazol-1-yl)-[1,1'-biphenyl]-3-yl)pyridin-2-yl)piperazine-1-carboxylic acid tert-butyl ester